C1(CC1)OC1CCC(CC1)C1=C(C=CC(=C1C)F)I 2-((1r,4r)-4-cyclopropoxycyclohexyl)-4-fluoro-1-iodo-3-methylbenzene